2-((2,4-dichloropyrimidin-5-yl)methyl)isothiazolidine 1,1-dioxide ClC1=NC=C(C(=N1)Cl)CN1S(CCC1)(=O)=O